((3R)-4-amino-3-methyl-1,3-dihydrofuro[3,4-c]quinolin-8-yl)((3S)-3-(2-(trifluoromethyl)-4-pyridinyl)-4-morpholinyl)methanone NC1=NC=2C=CC(=CC2C2=C1[C@H](OC2)C)C(=O)N2[C@H](COCC2)C2=CC(=NC=C2)C(F)(F)F